thiadiazol-4-amin S1N=NC(=C1)N